1-(3-fluoro-4-methylbenzyl)-4-(hydroxymethyl)-5-methoxy-1,3-dihydro-2H-benzo[b]azepine FC=1C=C(CN2C3=C(C(=C(CC2)CO)OC)C=CC=C3)C=CC1C